4-chloro-2-cyclopropyl-5-(4,4,5,5-Tetramethyl-1,3,2-dioxaborolan-2-yl)-2H-indazole ClC=1C2=CN(N=C2C=CC1B1OC(C(O1)(C)C)(C)C)C1CC1